C1(CC1)N1CC(C1)C1CN(C1)C(=O)OC(C)(C)C tert-Butyl 1'-cyclopropyl-[3,3'-biazetidine]-1-carboxylate